BrC1=C(C=CC(=C1F)F)NC(C)C=1C=C(C=C2C(N(C(=NC12)C1CCOCC1)C)=O)C 8-(1-((2-bromo-3,4-difluorophenyl)amino)ethyl)-3,6-dimethyl-2-(tetrahydro-2H-pyran-4-yl)quinazolin-4(3H)-one